2-(6-((4-(4-(azetidin-1-ylmethyl)phenyl)-1H-1,2,3-triazol-1-yl)methyl)pyridin-3-yl)-5-(difluoromethyl)-1,3,4-oxadiazole N1(CCC1)CC1=CC=C(C=C1)C=1N=NN(C1)CC1=CC=C(C=N1)C=1OC(=NN1)C(F)F